rac-N,N-Dibenzyl-1-(7-methyl-8-methylene-1,4-dioxaspiro[4.5]decan-7-yl)methanamine C(C1=CC=CC=C1)N(C[C@@]1(CC2(OCCO2)CCC1=C)C)CC1=CC=CC=C1 |r|